3-bromo-5-methylimidazo[1,2-b]pyridazin-6(5H)-one BrC1=CN=C2N1N(C(C=C2)=O)C